ClC1=CC=C(C=C1)C1=C(CCC(C1)(C)C)CN1CCN(CC1)C1=CC(=C(C(=O)OC)C=C1)C(C=1C=C2C(=NC1)N(C=C2)COCC[Si](C)(C)C)C#N methyl 4-(4-[[2-(4-chlorophenyl)-4,4-dimethylcyclohex-1-en-1-yl]methyl]piperazin-1-yl)-2-[cyano(1-[[2-(trimethylsilyl)ethoxy]methyl]pyrrolo[2,3-b]pyridin-5-yl)methyl]benzoate